C1(CC1)N(CCC(=O)OCC)C(CC(=O)OCC)=O Ethyl N-cyclopropyl-N-(3-ethoxy-3-oxopropanoyl)-beta-alaninate